N-(3-bromobenzyl)-5-fluoro-1H-benzimidazole-2-carboxamide BrC=1C=C(CNC(=O)C2=NC3=C(N2)C=CC(=C3)F)C=CC1